O1N=C(C=C1)NCC(=O)NN 2-(Isoxazol-3-ylamino)acetohydrazide